CC1(N(CC2=C1NN=C2NC2=NC(=NC=C2)N(C)C)C(=O)N2[C@H](CN(C(C2)(C)C)C)C)C N4-(6,6-dimethyl-5-{[(2S)-2,4,5,5-tetramethyl-piperazin-1-yl]carbonyl}-1,4,5,6-tetrahydropyrrolo[3,4-c]pyrazol-3-yl)-N2,N2-dimethylpyrimidine-2,4-diamine